NC1=C(C=C(C=C1)C(C)(C)C1=CC(=C(C=C1)N)CC)CC 2,2-bis(4-amino-3-ethylphenyl)propane